ClC1=C(SC2=NC(=CC=C21)C2=CC=1C(N=C2)=NN(C1)C)C1(CC(C1)(C)C)O 1-(3-chloro-6-(2-methyl-2H-pyrazolo[3,4-b]pyridin-5-yl)thieno[2,3-b]pyridin-2-yl)-3,3-dimethylcyclobutanol